CC1(CN(CCO1)C(=O)OC(C)(C)C)C(=O)OCC 4-(tert-butyl) 2-ethyl 2-methylmorpholine-2,4-dicarboxylate